N1(C=NC=C1)C=1C=C(C=C(C1)OC)NC1=CC=NC2=CC=C(C=C12)OC(F)(F)F N-(3-(1H-Imidazol-1-yl)-5-Methoxyphenyl)-6-(trifluoromethoxy)quinolin-4-amine